C(C)(=O)N1CCN(CC1)C=1C=C(C=CC1)NC(NC1=NC(=NC=C1)N1[C@@H](CCC1)C(=O)N)=O (S)-1-(4-(3-(3-(4-acetylpiperazin-1-yl)phenyl)ureido)pyrimidin-2-yl)pyrrolidine-2-carboxamide